(3-(4-bromo-1H-pyrazol-1-yl)propyl)carbamic acid tert-butyl ester C(C)(C)(C)OC(NCCCN1N=CC(=C1)Br)=O